(E)-5-((2-hydroxy-5-iodobenzylidene)amino)-1H-indazol-6-ol OC1=C(\C=N\C=2C=C3C=NNC3=CC2O)C=C(C=C1)I